ClC=1C(=C(C=CC1OC)C=1C(CC(NN1)=O)C)OC 6-(3-chloro-2,4-dimethoxyphenyl)-5-methyl-4,5-dihydro-2H-pyridazin-3-one